6-fluoro-7-(((6-(piperidin-4-yl)pyridin-2-yl)oxy)methyl)Benzofuran-4-carbonitrile hydrochloride Cl.FC=1C(=C2C(C=CO2)=C(C1)C#N)COC1=NC(=CC=C1)C1CCNCC1